CC1(OB(OC1(C)C)C=1C=NNC1C(F)(F)F)C 4-(4,4,5,5-tetramethyl-1,3,2-dioxaborolan-2-yl)-5-(trifluoromethyl)-1H-pyrazole